Methyl (S)-3-(3,5-dichlorophenyl)-3-(methylamino)propanoate ClC=1C=C(C=C(C1)Cl)[C@H](CC(=O)OC)NC